tert-Butyl (3R)-3-[4-[(2,4-dimethoxyphenyl)methylamino]-7-iodo-3-[4-[[4-(trifluoromethyl)-2-pyridyl]carbamoyl]phenyl]pyrazolo[4,3-c]pyridin-1-yl]piperidine-1-carboxylate COC1=C(C=CC(=C1)OC)CNC1=NC=C(C2=C1C(=NN2[C@H]2CN(CCC2)C(=O)OC(C)(C)C)C2=CC=C(C=C2)C(NC2=NC=CC(=C2)C(F)(F)F)=O)I